[Na+].C(=O)([O-])C(S(=O)(=O)[O-])(F)F.[Na+] carboxydifluoromethanesulfonic acid sodium salt